C(#N)C=1N=C2C(=CC(N(C2=CC1)C)=O)N1C[C@H](N(C[C@@H]1C)C(C(=O)NC)C1=CC=C(C=C1)F)C 2-((2r,5s)-4-(6-cyano-1-methyl-2-oxo-1,2-dihydro-1,5-naphthyridin-4-yl)-2,5-dimethylpiperazin-1-yl)-2-(4-fluorophenyl)-N-methylacetamide